3-amino-1,5,5-trimethylcyclohexanmethanamine NC1CC(CC(C1)(C)C)(CN)C